N-(5-((6-((R)-3-(3,5-difluorophenyl)isoxazolidine-2-yl)pyrimidine-4-yl)amino)-2-(4-(4-ethylpiperazine-1-yl)piperidine-1-yl)-4-methoxyphenyl)acrylamide iron indium chromium [Cr].[In].[Fe].FC=1C=C(C=C(C1)F)[C@@H]1N(OCC1)C1=CC(=NC=N1)NC=1C(=CC(=C(C1)NC(C=C)=O)N1CCC(CC1)N1CCN(CC1)CC)OC